2-(2-chloroethaneamido)-4,5-dimethoxybenzamide 2,6-dichloro-3-fluorobenzoate ClC1=C(C(=O)O)C(=CC=C1F)Cl.ClCC(=O)NC1=C(C(=O)N)C=C(C(=C1)OC)OC